CC1=NN2C(N(C(C(CC2)NC(=O)C=2N=CN3C2C=C(C=C3)C(F)(F)F)=O)C)=C1 N-(2,4-dimethyl-5-oxo-5,6,7,8-tetrahydro-4H-pyrazolo[1,5-a][1,3]diazepin-6-yl)-7-(trifluoro-methyl)imidazo[1,5-a]pyridine-1-carboxamide